C1(CC2C(CC1)O2)C(=O)O.C2(CC1C(CC2)O1)C(=O)O.C1(CC2C(CC1)O2)(CO)CO.C2(CC1C(CC2)O1)(CO)CO bis(3,4-epoxycyclohexanedimethanol) bis(3,4-epoxycyclohexanecarboxylate)